n-Methyl-D-Aspartate CN[C@H](CC(=O)[O-])C(=O)[O-]